(4-chloro-2-methylphenyl)boronic acid ClC1=CC(=C(C=C1)B(O)O)C